BrC1=CC=C(C(=N1)COCC1=CC(=C(C(=C1)[N+](=O)[O-])OC)N1N=C(N=C1)C)F 6-Bromo-3-fluoro-2-(((4-methoxy-3-(3-methyl-1H-1,2,4-triazol-1-yl)-5-nitrobenzyl)oxy)methyl)pyridine